tert-Butyl (R)-3-((S)-3,8-dioxo-1,10-diphenyl-2,7,9-trioxa-4-azadecan-5-yl)pyrrolidine-1-carboxylate O=C(OCC1=CC=CC=C1)N[C@H](COC(OCC1=CC=CC=C1)=O)[C@H]1CN(CC1)C(=O)OC(C)(C)C